pyrimido[4,5-D]azepine N1C=NC=C2C1=CC=NC=C2